NCC(=O)N[C@H](C(=O)N1[C@@H](C[C@H](C1)O)C(=O)N[C@@H](C)C1=CC=C(C=C1)C1=C(N=CS1)C)C(C)(C)C (2S,4R)-1-((S)-2-(2-aminoacetamido)-3,3-dimethylbutyryl)-4-hydroxy-N-((S)-1-(4-(4-methylthiazol-5-yl)phenyl)ethyl)pyrrolidine-2-carboxamide